C(C)(C)(C)OC(=O)N(C=1SC(=C(N1)C(=O)OC)CCCOC1=C(C=C(C=C1)C#CCN(C)C(=O)OC(C)(C)C)F)CCCP(=O)(OCC)OCC methyl 2-[tert-butoxycarbonyl(3-diethoxyphosphorylpropyl)amino]-5-[3-[4-[3-[tert-butoxycarbonyl(methyl)amino]prop-1-ynyl]-2-fluoro-phenoxy]propyl]thiazole-4-carboxylate